tris(2-formylethyl)phosphonium chloride [Cl-].C(=O)CC[PH+](CCC=O)CCC=O